Rac-7-[3-[4-(cyclopropanecarbonyl)piperazin-1-yl]-3-oxopropylamino]-6,6-dimethyl-4-(trifluoromethyl)-2,5,6,7-tetrahydro-3H-cyclopenta[c]pyridazin-3-one C1(CC1)C(=O)N1CCN(CC1)C(CCN[C@@H]1C(CC=2C1=NNC(C2C(F)(F)F)=O)(C)C)=O |r|